9-(2,3-di-O-acetyl-β-D-xylofuranosyl)-2-[(2-methylpropanoyl)-amino]-1,9-dihydro-6H-purin-6-one C(C)(=O)O[C@H]1[C@@H](O[C@@H]([C@@H]1OC(C)=O)CO)N1C=2N=C(NC(C2N=C1)=O)NC(C(C)C)=O